C1(=CC=CC=C1)C1=NC=C(C(=C1)C1=CC=CC=C1)C1=CC=C(C=C1)OC 2-phenyl-4-phenyl-5-(4-methoxyphenyl)pyridine